(2R,3S)-2-(4-(cyclopentylamino)phenyl)-1-(2-fluoro-6-methylbenzoyl)-6-methyl-N-(4-methyl-3-(trifluoromethyl)phenyl)-1,2,3,4-tetrahydroquinoline-3-carboxamide C1(CCCC1)NC1=CC=C(C=C1)[C@@H]1N(C2=CC=C(C=C2C[C@@H]1C(=O)NC1=CC(=C(C=C1)C)C(F)(F)F)C)C(C1=C(C=CC=C1C)F)=O